methyl 5-cyclopentyl-2-((6-fluoro-2-methylpyridin-3-yl) oxy)-4-methylnicotinate C1(CCCC1)C=1C=NC(=C(C(=O)OC)C1C)OC=1C(=NC(=CC1)F)C